(R)-N-((S)-(3-chloro-2,4-difluorophenyl)((1R,3S,5S)-6,6-difluorobicyclo-[3.1.0]hexane-3-yl)methyl)-2-methyl-3-oxopiperazine-1-carboxamide ClC=1C(=C(C=CC1F)[C@@H](NC(=O)N1[C@@H](C(NCC1)=O)C)C1C[C@H]2C([C@H]2C1)(F)F)F